5-((diphenylmethylene)amino)-1,2-dimethyl-1H-benzo[d]imidazole-6-carbonitrile C1(=CC=CC=C1)C(C1=CC=CC=C1)=NC1=CC2=C(N(C(=N2)C)C)C=C1C#N